O=C1NC(CC[C@@H]1N1CC2=CC=C(C(=C2C1=O)F)CNC(OC1CC(C1)N1N=C(C=C1C(F)(F)F)C)=O)=O (1s,3s)-3-(3-methyl-5-(trifluoromethyl)-1H-pyrazol-1-yl)cyclobutyl ((2-(2,6-dioxopiperidin-3-yl)-4-fluoro-3-oxoisoindolin-5-yl)methyl)carbamate